4-methylpentane-2-yl-α-hydroxyisobutyric acid CC(CC(C)CC(C(=O)O)(C)O)C